(2R,4R)-3,3-difluoro-2-(2-hydroxyethyl)-4-[(methanesulfonyl)amino]-N-[4-(2,4,6-trifluorophenyl)-1,2-benzoxazol-3-yl]pyrrolidine-1-carboxamide FC1([C@H](N(C[C@H]1NS(=O)(=O)C)C(=O)NC1=NOC2=C1C(=CC=C2)C2=C(C=C(C=C2F)F)F)CCO)F